IN1C(CCC1=O)=O iodopyrrolidine-2,5-dione